CC1=C(C=CC(=C1)C)C1=C(C=CC=C1)C1=NC2=C(N1CC)C=CC(=C2)C2=NN=CN2C 2-(2',4'-dimethyl-[1,1'-biphenyl]-2-yl)-1-ethyl-5-(4-methyl-4H-1,2,4-triazol-3-yl)-1H-benzo[d]imidazole